7-formyl-N-(4-(2-methoxyethoxy)-5-(pyridin-2-ylethynyl)pyridin-2-yl)-3,4-dihydro-1,8-naphthyridine-1(2H)-carboxamide C(=O)C1=CC=C2CCCN(C2=N1)C(=O)NC1=NC=C(C(=C1)OCCOC)C#CC1=NC=CC=C1